Cl.CNOC N-methyl-methoxylamine hydrochloride